3-chloro-8-fluoroquinolin ClC=1C=NC2=C(C=CC=C2C1)F